C[N+](C)(C)C[C@H](CC(=O)[O-])OC(=O)CC(=O)O malonyl-L-carnitine